mercaptopentenol SC(=CCCC)O